6-oxaspiro[2.6]nonane C1CC12CCOCCC2